Methyl α-Propanoyloxyisobutyrate C(CC)(=O)OC(C(=O)OC)(C)C